N-(4-fluoro-1H-indol-3-yl)-3,4-dihydroisoquinoline-2(1H)-carboxamide FC1=C2C(=CNC2=CC=C1)NC(=O)N1CC2=CC=CC=C2CC1